1-(4-(3-chlorobenzyl)-3,4-dihydroquinoxalin-1(2H)-yl)-2-(piperidin-1-yl)ethane ClC=1C=C(CN2CCN(C3=CC=CC=C23)CCN2CCCCC2)C=CC1